[N].C(C)N(C(CCOCCCCCCCC)=O)CC N,N-diethyl-β-octoxypropionamide Nitrogen